N[C@H]1C[C@@H](CO[C@@H]1C1=C(C=CC(=C1)F)F)C1=NC=2N(C=C1)N=C1C2CNCC1 ((3R,5S,6R)-5-amino-6-(2,5-difluorophenyl)tetrahydro-2H-pyran-3-yl)-7,8,9,10-tetrahydropyrido[4',3':3,4]pyrazolo[1,5-a]pyrimidine